COC(=O)C=1C=CC2=C(N(C(=N2)CC2=CC(=C(C=C2)C2=NC(=CC=C2)OCC2=C(C=C(C=C2)C#N)F)[N+](=O)[O-])CCOC)C1 2-(4-(6-((4-cyano-2-fluorobenzyl)oxy)pyridin-2-yl)-3-nitrobenzyl)-1-(2-methoxyethyl)-1H-benzo[d]Imidazole-6-carboxylic acid methyl ester